FC(COC1=CN=CC(=N1)N1CCC2(CCN(C2=O)C2=NC=CC(=C2)C(F)(F)F)CC1)(F)F 8-[6-(2,2,2-trifluoroethoxy)pyrazin-2-yl]-2-[4-(trifluoromethyl)pyridin-2-yl]-2,8-diazaspiro[4.5]decan-1-one